N-(4-((5-(1,6-dimethyl-1H-pyrazolo[3,4-b]pyridin-4-yl)-3-methyl-4,5,6,7-tetrahydro-1H-pyrazolo[4,3-c]pyridin-1-yl)methyl)bicyclo[2.2.2]oct-1-yl)-2-(dimethylamino)acetamide CN1N=CC=2C1=NC(=CC2N2CC1=C(CC2)N(N=C1C)CC12CCC(CC1)(CC2)NC(CN(C)C)=O)C